N1=C(C=CC=C1)\C(\C)=N\NC(=S)N1CCC1 (E)-N'-(1-(pyridine-2-yl)ethylidene)azetidine-1-carbothiohydrazide